CN1CCC(CC1)N(C(CCCCCCCCC(=O)OCC(CCCCCC)CCCC)CCCCCCCCC(=O)OCC(CCCCCC)CCCC)S(=O)CCCCCCCC bis(2-butyloctyl) 10-[(1-methyl-4-piperidyl)-octylsulfinyl-amino]nonadecanedioate